C(=O)(O)CC=1C(=C(C(=O)NC=2C=C(C=CC2)CC(=O)O)C=C(C1)O)O (3-(3-(carboxymethyl)-2,5-dihydroxybenzoylamino)phenyl)acetic acid